C1NCC12CCC(CC2)C(=O)N 2-azaspiro[3.5]nonane-7-carboxamide